ethylene-propylene-vinyl ether C1CCC(C)C=CO1